2-nitro-7H-chromeno[3,2-c]quinolin-7-one [N+](=O)([O-])C=1C=C2C3=C(C=NC2=CC1)C(C1=CC=CC=C1O3)=O